ClC=1C(=NC=C(N1)C)C(\C=C(\CC)/O)=O (Z)-1-(3-chloro-5-methylpyrazin-2-yl)-3-hydroxypent-2-en-1-one